O=C1C(=C2C=CC=CC2=C2C(C(=C3C=CC=CC3=C21)OC(=O)OC(C)C)=O)OC(=O)OC(C)C 5,11-dioxo-6,12-bis(isopropyloxycarbonyloxy)naphthonaphthalene